N1(CCC1)C1=NC2=CC(=CC=C2C=N1)O 2-(azetidin-1-yl)quinazolin-7-ol